(Benzenesulfonyl)-6-(2-bromo-4-methyl-imidazo[1,2-b][1,2,4]triazol-5-yl)indole Potassium perfluoromethanesulfonate FC(S(=O)(=O)[O-])(F)F.[K+].C1(=CC=CC=C1)S(=O)(=O)C=1NC2=CC(=CC=C2C1)C=1N(C=2N(N=C(N2)Br)C1)C